BrC=1C=C2C(=NC1)SC(=N2)N 6-Bromothiazolo[5,4-b]pyridin-2-amine